N-{(2S,3R)-2-[(3-{[6-(aminomethyl)-3-chloropyridin-2-yl]oxy}-2-fluorophenyl)methyl]-4,4-difluoropyrrolidin-3-yl}cyclopropanesulfonamide dihydrochloride Cl.Cl.NCC1=CC=C(C(=N1)OC=1C(=C(C=CC1)C[C@@H]1NCC([C@@H]1NS(=O)(=O)C1CC1)(F)F)F)Cl